benzyl (3R,5R)-3-((6-(6-cyclopropyl-7-methoxyimidazo[1,2-b]pyridazin-3-yl)-3,5-difluoropyridin-2-yl)amino)-5-(trifluoromethyl)piperidine-1-carboxylate C1(CC1)C=1C(=CC=2N(N1)C(=CN2)C2=C(C=C(C(=N2)N[C@H]2CN(C[C@@H](C2)C(F)(F)F)C(=O)OCC2=CC=CC=C2)F)F)OC